CCCCN1C=C[N+](=C1C)C.[Cl-] 1-butyl-2,3-methylimidazolium chloride